5-((1-methyl-5-(5-(trifluoromethyl)pyridin-2-yl)-1H-pyrazol-3-yl)amino)pyridinecarbonitrile CN1N=C(C=C1C1=NC=C(C=C1)C(F)(F)F)NC=1C=CC(=NC1)C#N